CC1=NC=C(C(=N1)N)CO The molecule is an aminopyrimidine that is pyrimidine in which the hydrogens at positions 2, 4, and 5 are replaced by methyl, amino, and hydroxymethyl substituents, respectively. It has a role as a Saccharomyces cerevisiae metabolite and an Escherichia coli metabolite. It is an aminopyrimidine and an aromatic primary alcohol.